OC1=C2N3[C@@]4([C@H]([C@@H](C3=C(C1=O)C(=O)NCC1=C(C=C(C=C1F)F)F)OC)OC)CCCCN(C2=O)C4 (6aS,7R,8R)-11-hydroxy-7,8-dimethoxy-1,10-dioxo-N-(2,4,6-trifluorobenzyl)-1,3,4,5,6,7,8,10-octahydro-2,6a-methano[1,4]diazonino[9,1,2-cd]indolizine-9-carboxamide